1-(2-fluorophenyl)cyclobutan-1-amine hydrochloride Cl.FC1=C(C=CC=C1)C1(CCC1)N